6,10-dimethylundecane-5,9-dien-2-ol CC(=CCCC(C)O)CCC=C(C)C